2'-[6-amino-5-(trifluoromethyl)pyridin-3-yl]-N-[(1R)-1-phenylpropyl]-5',6'-dihydrospiro[pyrrolidine-3,4'-pyrrolo[1,2-b]pyrazole]-1-carboxamide NC1=C(C=C(C=N1)C=1C=C2N(N1)CCC21CN(CC1)C(=O)N[C@H](CC)C1=CC=CC=C1)C(F)(F)F